N-[2,6-difluoro-4-[2-(5-fluoro-3-pyridyl)ethynyl]phenyl]-2-methyl-pyrazole-3-sulfonamide 2,2,2-trifluoroacetic acid salt FC(C(=O)O)(F)F.FC1=C(C(=CC(=C1)C#CC=1C=NC=C(C1)F)F)NS(=O)(=O)C=1N(N=CC1)C